1-({(5S,7S)-3-[2-methyl-2-(3-methyl-1,2,4-oxadiazol-5-yl)propyl]-2-oxo-1-oxa-3-azaspiro[4.5]dec-7-yl}methyl)-1H-benzimidazole-6-carbonitrile CC(CN1C(O[C@]2(C1)C[C@H](CCC2)CN2C=NC1=C2C=C(C=C1)C#N)=O)(C)C1=NC(=NO1)C